NC=1C2=C(N=CN1)N(C(=C2C2=CC=C(C=C2)OC2=NC=C(C=C2)C(F)(F)F)C2CN(CC2)C(C=C)=O)C 1-(3-(4-amino-7-methyl-5-(4-((5-(trifluoromethyl)pyridin-2-yl)oxy)phenyl)-7H-pyrrolo[2,3-d]pyrimidin-6-yl)pyrrolidin-1-yl)prop-2-en-1-one